N-[2-hydroxy-2-(4-methoxy-3-pyridyl)ethyl]-N-propyl-3-(trifluoromethyl)-6,7-dihydro-5H-cyclopenta[c]pyridine-6-carboxamide OC(CN(C(=O)C1CC2=C(C=NC(=C2)C(F)(F)F)C1)CCC)C=1C=NC=CC1OC